ClC1=CC=C(C=C1)C=1NC(=C(C1C#N)Br)C(F)(F)F 2-(p-chlorophenyl)3-cyano-4-bromo-5-trifluoromethyl-pyrrole